(3-((3-chloro-2H-indazol-2-yl)methyl)bicyclo[1.1.1]-pentan-1-yl)(5-(3,5-difluorophenyl)-4,5-dihydro-1H-pyrazol-1-yl)methanone ClC=1N(N=C2C=CC=CC12)CC12CC(C1)(C2)C(=O)N2N=CCC2C2=CC(=CC(=C2)F)F